O1C2=C(NC3(C1)CCC3)N=CC=C2SC2=CN=C(C(=N2)CO)N2CCC3([C@@H]([C@@H](OC3)C)N)CC2 (6-((2'H,4'H-spiro[cyclobutane-1,3'-pyrido[3,2-b][1,4]oxazin]-8'-yl)thio)-3-((3S,4S)-4-amino-3-methyl-2-oxa-8-azaspiro[4.5]dec-8-yl)pyrazin-2-yl)methanol